COC=1C=C(CN(C=2OC=C(N2)COCCOCC2=CC(=CC=C2)OC)CC2=CC(=CC=C2)N2CCOCC2)C=CC1 N-(3-methoxybenzyl)-4-((2-(3-methoxybenzyloxy)ethoxy)methyl)-N-(3-morpholinobenzyl)oxazol-2-amine